5-methyl-3-(2-(3-(4-tert-butylphenyl)-4-oxothiazolidine-2-ylidene)hydrazono)indol-2-one CC=1C=C2C(C(NC2=CC1)=O)=NN=C1SCC(N1C1=CC=C(C=C1)C(C)(C)C)=O